OC(CN1N=C2C=CC(=CC2=C1)C=1N(C2=C(C(N(C=3N=C(C=CC23)C(F)(F)F)C2=CC=CC=C2)=O)N1)C)(C)C 2-(2-(2-hydroxy-2-methylpropyl)-2H-indazol-5-yl)-1-methyl-5-phenyl-7-(trifluoromethyl)-1,5-dihydro-4H-imidazo[4,5-c][1,8]naphthyridin-4-one